6-[5-chloro-2-(trifluoromethoxy)phenyl]-N-[(2,4-dimethoxyphenyl)methyl]-4-methylphthalazine-1-amine formate C(=O)O.ClC=1C=CC(=C(C1)C=1C=C2C(=NN=C(C2=CC1)NCC1=C(C=C(C=C1)OC)OC)C)OC(F)(F)F